FC(OC=1C=C(C=CC1N1N=C(N=C1)C)NC1=NN2C(C(=CC=C2OCC(F)(F)F)C(C)C)=N1)F N-(3-(difluoromethoxy)-4-(3-methyl-1H-1,2,4-triazol-1-yl)phenyl)-8-isopropyl-5-(2,2,2-trifluoroethoxy)-[1,2,4]triazolo[1,5-a]pyridin-2-amine